C[C@H](C(=O)N[C@H](C)C(=O)O)N The molecule is a dipeptide comprising D-alanine with a D-alanyl residue attached to the alpha-nitrogen. It is a component of bacterial peptidoglycan and forms an important target for development of antibacterial drugs. It has a role as an Escherichia coli metabolite. It is a tautomer of a D-alanyl-D-alanine zwitterion.